bis(2-methyl-8-hydroxyquinoline) 4-phenylphenylphenolate C1(=CC=CC=C1)C1=CC=C(C=C1)C1=C(C=CC=C1)[O-].CC1=NC2=C(C=CC=C2C=C1)O.CC1=NC2=C(C=CC=C2C=C1)O